(2-(4-(1H-pyrazol-1-yl)phenoxy)-6-methylpyrimidin-4-yl)(4-(methyl-sulfonyl)piperazin-1-yl)methanone N1(N=CC=C1)C1=CC=C(OC2=NC(=CC(=N2)C(=O)N2CCN(CC2)S(=O)(=O)C)C)C=C1